BrC(C(=O)OCC)C1=C(C=CC(=C1)COC(C)C)OC ethyl 2-bromo-2-(5-(isopropoxymethyl)-2-methoxyphenyl)acetate